(2-chloro-3,4-difluorophenyl)hydrazine gadolinium (III) [Gd+3].ClC1=C(C=CC(=C1F)F)NN